Tetraphenylporphyrin palladium [Pd].C1(=CC=CC=C1)C1=C2C=CC(C(=C3C=CC(=C(C=4C=CC(=C(C5=CC=C1N5)C5=CC=CC=C5)N4)C4=CC=CC=C4)N3)C3=CC=CC=C3)=N2